diazepinyl-benzene N1N=C(C=CC=C1)C1=CC=CC=C1